IC=1N=C2C(CC(N(C2=CC1)C)=O)=O 6-iodo-1-methyl-1,5-naphthyridine-2,4(1H,3H)-dione